4-(4-(7-((Cyclopropylmethyl)(3,5-dimethoxyphenyl)amino)quinoxalin-2-yl)-1H-pyrazol-1-yl)-N-Hydroxybutyramide C1(CC1)CN(C1=CC=C2N=CC(=NC2=C1)C=1C=NN(C1)CCCC(=O)NO)C1=CC(=CC(=C1)OC)OC